2-(2,6-dichloro-4-(6-(difluoromethyl)-3,5-dioxo-4,5-dihydro-1,2,4-triazin-2(3H)-yl)phenoxy)-5-hydroxy-N-(4-hydroxybicyclo[2.2.1]heptan-1-yl)pyridine-4-sulfonamide ClC1=C(OC2=NC=C(C(=C2)S(=O)(=O)NC23CCC(CC2)(C3)O)O)C(=CC(=C1)N1N=C(C(NC1=O)=O)C(F)F)Cl